OCCOCC(=O)OC1C[C@@H](CCC1C(C)C)C (1R,2S,5R)-3-menthyl (2-hydroxyethoxy)acetate